2-Acetyl-pyrrole 2-(2-oxo-imidazolidin-1-yl)ethyl-acrylate O=C1N(CCN1)CCOC(C=C)=O.C(C)(=O)C=1NC=CC1